tert-butyl (1-(3-iodo-1-(tetrahydro-2H-pyran-2-yl)-1H-pyrazolo[3,4-b]pyrazin-6-yl)-4-methylpiperidin-4-yl)carbamate IC1=NN(C2=NC(=CN=C21)N2CCC(CC2)(C)NC(OC(C)(C)C)=O)C2OCCCC2